[Pd].[Pd].C(C1=CC=CC=C1)=CC(C)=O.C(C1=CC=CC=C1)=CC(C)=O.C(C1=CC=CC=C1)=CC(C)=O Tris(Benzylideneacetone) dipalladium